tert-Butyl rac-(3S)-3-methyl-6-(1-methylindazol-4-yl)-3,4-dihydro-2H-pyridine-1-carboxylate C[C@@H]1CN(C(=CC1)C1=C2C=NN(C2=CC=C1)C)C(=O)OC(C)(C)C |r|